ClC(C(=CF)F)(F)Cl 3,3-dichloro-1,2,3-trifluoropropene